CC1=C(CNC(OC(C)(C)C)=O)C=CC(=C1)C=1C=2N(C=CN1)N=CC2 tert-butyl (2-methyl-4-(pyrazolo[1,5-a]pyrazin-4-yl)benzyl)carbamate